BrCC[C@H]1OC1 |r| racemic-2-(2-bromoethyl)oxirane